CC1C(C1)C(=O)N1CCC(CC1)C1CN(C1)[C@@H]1[C@H](CCCC1)OC=1C=C2CN(C(C2=CC1)=O)C1C(NC(CC1)=O)=O 3-(5-(((1S,2S)-2-(3-(1-(2-methylcyclopropane-1-carbonyl)piperidin-4-yl)-azetidin-1-yl)cyclohexyl)-oxy)-1-oxoisoindolin-2-yl)-piperidine-2,6-dione